C(=C)C1=CC=C(C[N+]2(CCOCC2)[O-])C=C1 4-(4-vinylbenzyl)-morpholine-4-oxide